bis(heptamethylcyclotetrasiloxanyl)-ethane C[Si]1(O[Si](O[Si](O[Si](O1)(C)C(C)[Si]1(O[Si](O[Si](O[Si](O1)(C)C)(C)C)(C)C)C)(C)C)(C)C)C